N-(5-chloro-6-(2,6-dimethylphenyl)pyridin-2-yl)-6-fluoropyridine-2-sulfonamide ClC=1C=CC(=NC1C1=C(C=CC=C1C)C)NS(=O)(=O)C1=NC(=CC=C1)F